ClC1=CC(=CC(=N1)N1CCN(CC1)S(=O)(=O)C1=CC=C(C=C1)N1C(OC(C1)CN(C)C)=O)C(F)(F)F 3-[4-[4-[6-Chloro-4-(trifluoromethyl)-2-pyridyl]piperazin-1-yl]sulfonylphenyl]-5-[(dimethylamino)methyl]oxazolidin-2-one